Cl.F\C(=C/CN)\CS(=O)(=O)C1=C(C=CC=C1)F (Z)-3-fluoro-4-(2-fluorophenylsulfonyl)but-2-en-1-amine hydrochloride